(S)-4-((3-(3-cyano-1-(tetrahydrofuran-3-yl)-1H-pyrazol-4-yl)-2-methoxyphenyl)amino)-6-(cyclopropanecarboxamido)pyridazine-3-carboxamide C(#N)C1=NN(C=C1C=1C(=C(C=CC1)NC1=C(N=NC(=C1)NC(=O)C1CC1)C(=O)N)OC)[C@@H]1COCC1